BrC=1C=C2C(OC(C2=CC1F)=O)=O 5-bromo-6-fluoroisobenzofuran-1,3-dione